(S)-6-(2,5-diaminopentyl)-2-fluoro-5,8-dihydrobenzo[5,6]azepino[3,4-b]indol-7(6H)-one hydrochloride salt Cl.N[C@H](CN1C(C=2NC=3C=CC=CC3C2C2=C(C1)C=CC(=C2)F)=O)CCCN